2,2-difluoro-1-phenylethan-1-amine FC(C(N)C1=CC=CC=C1)F